BrC1=C(C=C(C=C1)NC(=O)C1CC1)C N-(4-bromo-3-methylphenyl)cyclopropanecarboxamide